(4-chloro-3-fluorophenyl)-5'-(2,2-dimethyl-3-oxopiperazine-1-carbonyl)-2,3,5,6-tetrahydrospiro[pyran-4,3'-pyrrolo[3,2-b]pyridin]-2'(1'H)-one ClC1=C(C=C(C=C1)N1C(C2(C3=NC(=CC=C31)C(=O)N3C(C(NCC3)=O)(C)C)CCOCC2)=O)F